P(=O)(O)(O)O.N1(N=NC2=C1C=CC=C2)OC=2N=NNC2 benzotriazol-1-yl-oxy-triazol-phosphate